3-(aminomethyl)-N-[3-(aminomethyl)-3,5,5-trimethylcyclohexyl]-3,5,5-trimethyl-cyclohexanamine NCC1(CC(CC(C1)(C)C)NC1CC(CC(C1)(C)C)(C)CN)C